(4-methanesulfonylphenyl)-1,3,4-thiadiazole-2-amine CS(=O)(=O)C1=CC=C(C=C1)C1=NN=C(S1)N